ClC1=NC(=CC=C1C(=O)NS(=O)(=O)C=1C(=NN(C1)C)C)N1N=C(C=C1)OC(C1CCCCC1)C1CCCCC1 2-chloro-6-[3-(dicyclohexylmethoxy)pyrazol-1-yl]-N-(1,3-dimethylpyrazol-4-yl)sulfonyl-pyridine-3-carboxamide